C(C(C)C)[Al](CC(C)C)CC(C)C tri-isobutylaluminum